N=1C=CN2C1N=CC=C2 imidazo[3,2-a]pyrimidine